1,5-anhydro-2,3-dideoxy-3-(((4-(3-(methylsulfanyl)propoxy)-7-(4-(1-methyl-1H-1,2,3-triazol-4-yl)benzyl)-2,3-dihydro-1-benzofuran-5-yl)carbonyl)amino)-L-threo-pentitol CSCCCOC1=C(C=C(C2=C1CCO2)CC2=CC=C(C=C2)C=2N=NN(C2)C)C(=O)N[C@H]2CCOC[C@@H]2O